tert-butyl 4-chloro-7-((6-(hydroxymethyl)-5-(tetrahydrofuran-3-yl)pyridin-2-yl)amino)-1-oxo-1,3-dihydro-2H-pyrrolo[3,4-c]pyridine-2-carboxylate ClC1=NC=C(C2=C1CN(C2=O)C(=O)OC(C)(C)C)NC2=NC(=C(C=C2)C2COCC2)CO